C1(=CC=CC=C1)P(=O)(CCCP(=O)(C1=CC=CC=C1)C1=CC=CC=C1)C1=CC=CC=C1 1,3-bis(diphenylphosphinyl)propane